tetrahydropyrrolo[4,3,2-de]quinolin-8(1H)-one N1CC2CCN=C3C=CC(C1=C23)=O